1-(2-amino-5-ethylphenyl)-3-pentanol NC1=C(C=C(C=C1)CC)CCC(CC)O